The molecule is a 1-phosphatidyl-1D-myo-inositol 3,4,5-trisphosphate in which the phosphatidyl acyl groups at positions 1 and 2 are both specified as hexadecanoyl (palmitoyl). It derives from a hexadecanoic acid. It is a conjugate acid of a 1,2-dihexadecanoyl-sn-glycero-3-phospho-(1D-myo-inositol-3,4,5-trisphosphate)(7-). CCCCCCCCCCCCCCCC(=O)OC[C@H](COP(=O)(O)OC1[C@@H]([C@H](C([C@H]([C@H]1O)OP(=O)(O)O)OP(=O)(O)O)OP(=O)(O)O)O)OC(=O)CCCCCCCCCCCCCCC